O1C=NC2=C1C=C(C=C2)NC(=O)NC2=CC=C(C=C2)OC(F)(F)F 1-(benzo[d]oxazol-6-yl)-3-(4-(trifluoromethoxy)phenyl)urea